NC/C(/CN1N=CN(C1=O)CC=1SC2=C(C1)C=C(C=C2)C=2C=NN(C2)CC)=C\F 2-[(2E)-2-(aminomethyl)-3-fluoroprop-2-en-1-yl]-4-{[5-(1-ethyl-1H-pyrazol-4-yl)-1-benzothiophen-2-yl]methyl}-2,4-dihydro-3H-1,2,4-triazol-3-one